1-(4-fluorobenzyl)-N-methoxy-N,2,5-trimethyl-1H-pyrrole-3-carboxamide FC1=CC=C(CN2C(=C(C=C2C)C(=O)N(C)OC)C)C=C1